rac-(1S*,2S*)-2-(5-chloro-2-(1H-tetrazol-1-yl)phenyl)-N-(2-((6-cyclopropylimidazo[1,2-a]pyridin-2-yl)methyl)-2H-pyrazolo[4,3-c]pyridin-4-yl)cyclopropane-1-carboxamide ClC=1C=CC(=C(C1)[C@@H]1[C@H](C1)C(=O)NC1=NC=CC=2C1=CN(N2)CC=2N=C1N(C=C(C=C1)C1CC1)C2)N2N=NN=C2 |r|